1-(5-isocyanatopyridin-2-yl)-5-methoxy-3-methyl-1H-pyrazole N(=C=O)C=1C=CC(=NC1)N1N=C(C=C1OC)C